N-(6-(2H-1,2,3-triazol-2-yl)-5-(trifluoromethyl)pyridin-3-yl)-2',5-dichloro-2-fluoro-[1,1'-biphenyl]-4-carboxamide N=1N(N=CC1)C1=C(C=C(C=N1)NC(=O)C1=CC(=C(C=C1Cl)C1=C(C=CC=C1)Cl)F)C(F)(F)F